C(C1=CC(=CC=C1)OC)(=O)NCCCCCCCC(=O)O 8-(3-anisoyl)aminocaprylic acid